Cl.CC1=NOC(=N1)C1CC2(C1)CNCC2 2-(3-methyl-1,2,4-oxadiazol-5-yl)-6-azaspiro[3.4]octane hydrochloride